BrC=1C(=NC(=NC1)NC=1C=C2[C@H](CN(CC2=CC1OC)C)C)NC=1C(=C2N=CC=NC2=CC1)P(C)C (R)-(6-((5-bromo-2-((7-methoxy-2,4-dimethyl-1,2,3,4-tetrahydroisoquinolin-6-yl)amino)pyrimidin-4-yl)amino)quinoxalin-5-yl)dimethylphosphine